C[Zr](C1(C=C(C=C1)CCCC)C)(C1(C=C(C=C1)CCCC)C)C dimethyl-bis(1-methyl-3-n-butylcyclopentadienyl)zirconium